5-(4-bromo-3-(methoxymethoxy)phenyl)-7-methoxy-2-methyl-2H-indazole BrC1=C(C=C(C=C1)C1=CC2=CN(N=C2C(=C1)OC)C)OCOC